ClC=1C(=C(C=CC1OC1CC1)NC=1C2=C(N=CN1)C=NC(=N2)N2[C@@H]1CN[C@H](C2)C1)F N-[3-Chloro-4-(cyclopropoxy)-2-fluoro-phenyl]-6-[(1S,4S)-2,5-diazabicyclo[2.2.1]heptan-2-yl]pyrimido[5,4-d]pyrimidin-4-amine